[N+](=O)([O-])OC(=O)[N+](=O)[O-] dinitroformic acid